C(C)(C)(C)[Si](OC1=CC=C(C=C1)C(C)=O)(C)C 1-[4-[(tertbutyldimethylsilyl)oxy]phenyl]ethan-1-one